2'-deoxy-2'-fluoro-2'-C-methyl-cytidine-3'-phosphate P(=O)(O)(O)O[C@H]1[C@@]([C@@H](O[C@@H]1CO)N1C(=O)N=C(N)C=C1)(C)F